6-chloro-2,3-dimethylquinolin-4-ol ClC=1C=C2C(=C(C(=NC2=CC1)C)C)O